CN1C(N([C@]2([C@H](O)[C@H](O)[C@@H](CO)O2)C2[C@H](O)[C@H](O)[C@H](O2)CO)C=CC1=O)=S N-methyl-ribofuranosyl-2-thiouridine